amino-2-methylpropanesulfonate NC(C(C)C)S(=O)(=O)[O-]